tert-butyl (2S,5R)-4-(4-(difluoromethyl)benzoyl)-2,5-dimethylpiperazine-1-carboxylate FC(C1=CC=C(C(=O)N2C[C@@H](N(C[C@H]2C)C(=O)OC(C)(C)C)C)C=C1)F